(E)-methyl-7-(1-(2-(2-ethylbutylamino)-2-oxoethyl)-2-oxo-1,2-dihydro-pyridin-3-ylamino)-6-(1-methyl-1H-imidazole-5-carboxamido)-7-oxohept-2-enoate COC(\C=C\CCC(C(=O)NC=1C(N(C=CC1)CC(=O)NCC(CC)CC)=O)NC(=O)C1=CN=CN1C)=O